O[C@H]1[C@H](N)[C@@H](O)[C@@H](O)[C@H](O1)CO beta-galactosamine